Ethyl 2-(4-((4-(3-bromo-4-(trifluoromethyl) benzyl) piperazin-1-yl) methyl)-2,6-dimethylphenoxy)-2-methylpropionate BrC=1C=C(CN2CCN(CC2)CC2=CC(=C(OC(C(=O)OCC)(C)C)C(=C2)C)C)C=CC1C(F)(F)F